NC1=NC2=NC=C(N=C2C(=N1)N)CCC1=CC=C(C(=O)N[C@@H](CC(C(=O)O)=C)C(=O)O)C=C1 N-[4-[2-(2,4-Diaminopteridin-6-yl)ethyl]benzoyl]-4-methylene-L-glutamic acid